OCC1=CC=C(C=N1)C=1CN(CC1)C(=O)OC(C)(C)C Tert-butyl 3-(6-(hydroxymethyl) pyridin-3-yl)-2,5-dihydro-1H-pyrrole-1-carboxylate